ClC1(C=C(C=CC1(N)N)C)Cl 3,3-dichloro-4,4-diaminophenylmethane